CC=1C=C(C=C(C1)C)B(C1=CC(=CC(=C1)C)C)C1=CC(=CC(=C1)C)C tris(3,5-dimethyl-phenyl)borane